C1(CC1)C=1N=NN(C1)[C@H](C(=O)N1[C@@H](C[C@H](C1)O)C(=O)N[C@H]1[C@H](COCC1)NC1=NC=NC=C1)C(C)(C)C (2S,4r)-1-[(2S)-2-(4-cyclopropyl-triazol-1-yl)-3,3-dimethyl-butyryl]-4-hydroxy-N-[(3r,4r)-3-(pyrimidin-4-ylamino)tetrahydropyran-4-yl]pyrrolidine-2-carboxamide